3-[N-(4-chlorophenyl)amino]-2-(4-tert-butylphenyl)-1,1-difluorocyclopentane ClC1=CC=C(C=C1)NC1C(C(CC1)(F)F)C1=CC=C(C=C1)C(C)(C)C